1-(2-trimethylsilylethoxymethyl)imidazol-2-amine C[Si](CCOCN1C(=NC=C1)N)(C)C